1-[6-(6-bromo-4-oxo-chromen-3-yl)-5-ethylsulfonyl-3-pyridyl]-cyclopropanecarbonitrile BrC=1C=C2C(C(=COC2=CC1)C1=C(C=C(C=N1)C1(CC1)C#N)S(=O)(=O)CC)=O